O=C1C2=C(C=CC(=C2C(C=2C(=CC=C(C12)CCCC(=O)O)CCCC(=O)O)=O)CCCC(=O)O)CCCC(=O)O 4,4',4'',4'''-(9,10-dioxo-9,10-dihydroanthracene-1,4,5,8-tetrayl)tetrabutyric acid